OC=1C=C(C=2N(C1)N=CC2C#N)C=2C=NC(=CC2)N2CCN(CC2)CC2=CC=C(C=C2)S(=O)(=O)C 6-hydroxy-4-(6-(4-(4-(methylsulfonyl)benzyl)piperazin-1-yl)pyridin-3-yl)pyrazolo[1,5-a]pyridine-3-carbonitrile